3-((4-(4-((((R)-1-(2-chlorophenyl)ethoxy)carbonyl)amino)oxazol-5-yl)phenyl)carbamoyl)-2,2-difluorocyclopropane-1-carboxylic acid ClC1=C(C=CC=C1)[C@@H](C)OC(=O)NC=1N=COC1C1=CC=C(C=C1)NC(=O)C1C(C1C(=O)O)(F)F